N-(2-(4-((4-(2-acetyl-5-fluoro-1H-indol-3-yl)-1H-1,2,3-triazol-1-yl)methyl)piperidin-1-yl)ethyl)-4-(cyclopropylmethyl)benzenesulfonamide C(C)(=O)C=1NC2=CC=C(C=C2C1C=1N=NN(C1)CC1CCN(CC1)CCNS(=O)(=O)C1=CC=C(C=C1)CC1CC1)F